[S].C(C)C1CN(C2=CC(=CC=C12)C(=O)NC1=CC(=CC(=C1)C(F)(F)F)N1C=NC(=C1)C)CC1=CN=C2N1C=CN=C2 3-ethyl-1-(imidazo[1,2-a]pyrazin-3-ylmethyl)-N-(3-(4-methyl-1H-imidazol-1-yl)-5-(trifluoromethyl)phenyl)indoline-6-carboxamide sulfur